C(C1=CC=CC=C1)OC(=O)N1C(CC(C1)O)C(=O)O 1-((benzyloxy)carbonyl)-4-hydroxypyrrolidine-2-carboxylic acid